COC1=C(CN(S(=O)(=O)C2=C(C=C(C=C2)N2C[C@](CCC2)(CCC2=CC(=CC=C2)C(F)(F)F)N(C2CN(C2)C)C)F)C2=NC=NC=C2)C=CC(=C1)OC (R)-N-(2,4-dimethoxybenzyl)-2-fluoro-4-(3-(methyl(1-methylazetidin-3-yl)amino)-3-(3-(trifluoromethyl)phenethyl)piperidin-1-yl)-N-(pyrimidin-4-yl)benzenesulfonamide